N-(4-methoxy-[1,1'-biphenyl]-3-yl)-N-methyl-8-vinyl-[1,2,4]triazolo[4,3-a]quinazolin-5-amine COC1=C(C=C(C=C1)C1=CC=CC=C1)N(C1=NC=2N(C3=CC(=CC=C13)C=C)C=NN2)C